(1S,3S,4R)-spiro[bicyclo[2.2.1]heptane-2,1'-cyclohexan]-3-amine hydrochloride Cl.C12(CCCCC1)[C@H]1CC[C@@H]([C@@H]2N)C1